tert-butyl (3-(5-fluoro-4-(isoxazol-4-yl)benzofuran-2-yl)prop-2-yn-1-yl)carbamate FC=1C=CC2=C(C=C(O2)C#CCNC(OC(C)(C)C)=O)C1C=1C=NOC1